N-(4-bromomethylphenyl)acetamide BrCC1=CC=C(C=C1)NC(C)=O